N-phenyl-1-naphthalenamine C1(=CC=CC=C1)NC1=CC=CC2=CC=CC=C12